tert-butyl 5,5-difluoro-2-(4-(2-fluorophenyl)-3-(2-isopropylpyrimidine-5-carboxamido)pyridin-2-yl)piperidine-1-carboxylate FC1(CCC(N(C1)C(=O)OC(C)(C)C)C1=NC=CC(=C1NC(=O)C=1C=NC(=NC1)C(C)C)C1=C(C=CC=C1)F)F